racemic-propylene glycol C([C@@H](C)O)O |r|